N-(2-(6-(2,6-dichloro-3,5-dimethoxyphenyl)-4,5-dihydro-1H-indazol-3-yl)-5-(dimethylamino)phenyl)acrylamide ClC1=C(C(=C(C=C1OC)OC)Cl)C=1CCC=2C(=NNC2C1)C1=C(C=C(C=C1)N(C)C)NC(C=C)=O